NC=1C(=NC(=CN1)C1=NC(=CC=C1C(F)(F)F)N1CCOCC1)C(=O)NC1=NC=CC=C1N1C[C@@H]2CO[C@@H](C1)[C@H]2N |&1:37| 3-Amino-N-(3-((1S,SR,8S)-8-amino-6-oxa-3-azabicyclo[3.2.1]octan-3-yl)pyridin-2-yl)-6-(6-morpholino-3-(trifluoromethyl)pyridin-2-yl)pyrazin-2-carboxamid